N-(6-(1,1-dioxido-4-oxo-1,2,5-thiadiazolidin-2-yl)-5-fluoro-7-hydroxynaphthalen-2-yl)-2-((trans)-4-(3-(2,6-dioxopiperidin-3-yl)-1-methyl-1H-indazol-6-yl)cyclohexyl)acetamide O=S1(N(CC(N1)=O)C=1C(=C2C=CC(=CC2=CC1O)NC(C[C@@H]1CC[C@H](CC1)C1=CC=C2C(=NN(C2=C1)C)C1C(NC(CC1)=O)=O)=O)F)=O